1,3-bis(2-pyridyl)barbituric acid N1=C(C=CC=C1)N1C(=O)N(C(=O)CC1=O)C1=NC=CC=C1